FC=1C=NC=CC1C1=C(C=2CCC2C=C1)NC(=O)N=[S@@](=O)(N)C=1C=NN2C1OCCC2 (S)-N'-((3-(3-fluoropyridin-4-yl)bicyclo[4.2.0]octa-1(6),2,4-trien-2-yl)carbamoyl)-6,7-dihydro-5H-pyrazolo[5,1-b][1,3]oxazine-3-sulfonimidamide